NC=1SC2=C(C1C#N)C(=C(C=C2)F)C=2C1=C(C=3C(=NC(=NC3C2F)OCCN(C)C)N2C3CNCC2CC3)COC1 2-Amino-4-[1-(3,8-diazabicyclo[3.2.1]octan-8-yl)-3-[2-(dimethylamino)ethoxy]-5-fluoro-7,9-dihydrofuro[3,4-f]quinazolin-6-yl]-5-fluoro-benzothiophene-3-carbonitrile